bis(4-methylbenzoyl)dimethylgermanium CC1=CC=C(C(=O)[Ge](C)(C)C(C2=CC=C(C=C2)C)=O)C=C1